FC1=C2C(C=CNC2=CC=C1)=O 5-fluoro-1H-quinolin-4-one